tetradecadien-1-yl acetate C(C)(=O)OC=CC=CCCCCCCCCCC